CC(=O)N[C@@H]1[C@H]([C@@H]([C@H](O[C@H]1O[C@H]2[C@H]([C@H](O[C@H]([C@@H]2O)O[C@@H]3[C@H](OC([C@@H]([C@H]3O)NC(=O)C)O)CO)CO)O)CO)O[C@H]4[C@@H]([C@H]([C@H]([C@H](O4)CO)O)O[C@@]5(C[C@@H]([C@H]([C@@H](O5)[C@@H]([C@@H](CO)O[C@@]6(C[C@@H]([C@H]([C@@H](O6)[C@@H]([C@@H](CO)O)O)NC(=O)CO)O)C(=O)O)O)NC(=O)CO)O)C(=O)O)O)O The molecule is a linear amino hexasaccharide comprising two alpha-N-glycoloylneuraminyl residues, a beta-D-galactose residue, an N-acetyl-beta-D-glucosamine residue, a beta-D-galactose residue and (at the reducing end) an N-acetyl-D-glucosamine residue, linked sequentially (2->8), (2->3), (1->4), (1->3) and (1->4). It is an amino hexasaccharide and a glucosamine oligosaccharide.